O=C1NC(CCC1N1C(N(C2=C1C=CC(=C2)NC2CN(C2)CC(=O)NC2=CC1=CC(=C(C(=C1C=C2)F)N2S(NC(C2)=O)(=O)=O)O)C)=O)=O 2-[3-[[1-(2,6-dioxo-3-piperidyl)-3-methyl-2-oxo-benzimidazol-5-yl]amino]azetidin-1-yl]-N-[5-fluoro-7-hydroxy-6-(1,1,4-trioxo-1,2,5-thiadiazolidin-2-yl)-2-naphthyl]acetamide